N1=C(C=CC=C1)C1(CC1)NC(=O)[C@H]1CN(CC[C@@H]1NC(=O)C=1N=NN(C1)C1=C(C=C(C=C1)F)F)C1CCCC1 (3S,4S)-1-Cyclopentyl-4-{[1-(2,4-difluoro-phenyl)-1H-[1,2,3]triazole-4-carbonyl]-amino}-piperidine-3-carboxylic acid (1-pyridin-2-yl-cyclopropyl)-amide